C[Si](N1COC=C1)(C)C N-(trimethylsilyl)oxazole